2,6-Diazaspiro[3.4]oct-an-7-one C1NCC12CNC(C2)=O